FC=1C=C2NC(C=3N(C2=C(C1)F)C(=NN3)C)(C)C 7,9-difluoro-1,4,4-trimethyl-5H-[1,2,4]triazolo[4,3-a]quinoxaline